2-(4-fluoro-3-phenyl-anilino)-4-[[(1S)-2-hydroxy-1-phenyl-ethyl]amino]-N-(2,2,2-trifluoroethyl)-pyrimidine-5-carboxamide FC1=C(C=C(NC2=NC=C(C(=N2)N[C@H](CO)C2=CC=CC=C2)C(=O)NCC(F)(F)F)C=C1)C1=CC=CC=C1